ClC1=C(C=C2C=C(N=CC2=C1)NC(=O)[C@@H]1COC(CC1)(C)C)C1CCN(CC1)[C@@]1(COC[C@@H]1O)C (3S)-N-(7-chloro-6-(1-((3R,4R)-4-hydroxy-3-methyltetrahydrofuran-3-yl)piperidin-4-yl)isoquinolin-3-yl)-6,6-dimethyltetrahydro-2H-pyran-3-carboxamide